C(C)(C)(C)O\N=C(/C1CCC(CC1)N1N=CC(=C(C1=O)Cl)NC[C@H]1COCCC1)\C=1C(=NC(=CC1)F)C 2-((1r,4S)-4-((E)-(tert-butoxyimino)(6-fluoro-2-methylpyridin-3-yl)methyl)cyclohexyl)-4-chloro-5-((((S)-tetrahydro-2H-pyran-3-yl)methyl)amino)pyridazin-3(2H)-one